2-fluoro-3-[N-(cyclopropylmethyl)-4-cyano-benzoylamino]benzoyl chloride FC1=C(C(=O)Cl)C=CC=C1N(CC1CC1)C(C1=CC=C(C=C1)C#N)=O